ClC1=C(C=NC(=C1)C(F)(F)F)C1=NC(=C(C=C1)Cl)C(=O)O 4',5-Dichloro-6'-(trifluoromethyl)-[2,3'-bipyridine]-6-carboxylic acid